F[C@@H]1C[C@@]2(CCCN2C1)COC=1N=C(C2=C(N1)C(=C(N=C2)C2=CC(=CC1=CC=C(C(=C21)C#C)F)O)F)N2CCC1(CC(C1)(F)F)CC2 4-(2-{[(2R,7aS)-2-fluoro-hexahydro-1H-pyrrolizin-7a-yl]methoxy}-4-{2,2-difluoro-7-azaspiro[3.5]nonan-7-yl}-8-fluoropyrido[4,3-d]pyrimidin-7-yl)-5-ethynyl-6-fluoronaphthalen-2-ol